(2s,3s,4s)-3,4-dihydroxy-N-methyl-N-(1-methyl-1H-indazol-6-yl)-1-(6-methyl-4-(trifluoromethyl)pyridin-2-yl)-5-oxopyrrolidine-2-carboxamide O[C@H]1[C@H](N(C([C@H]1O)=O)C1=NC(=CC(=C1)C(F)(F)F)C)C(=O)N(C1=CC=C2C=NN(C2=C1)C)C